BrC=1C=CC=C2C(N(NC12)C1CCC(CC1)C(=O)NC1=CC(=C(C=C1)C)OC)=O (1s,4s)-4-(7-Bromo-3-oxo-1H-indazol-2(3H)-yl)-N-(3-methoxy-4-methylphenyl)cyclohexanecarboxamide